C1(CCCCC1)CO[C@@H]([C@@H](CO)NC(OC(C)(C)C)=O)C tert-butyl ((2R,3R)-3-(cyclohexylmethoxy)-1-hydroxybutan-2-yl)carbamate